ethylenediamine acetate sodium salt [Na+].C(C)(=O)[O-].C(CN)N